O=C1N(CC2=C(C=CC=C12)NC1CNCCC1)C1C(NC(CC1)=O)=O 3-(1-oxo-4-(piperidin-3-ylamino)isoindolin-2-yl)piperidine-2,6-dione